OC1=C2NCCN(C2=CC=C1)C1=CC2=C(N=C(N=C2)NC2=CC=C(C=C2)N2CCN(CC2)C)N(C1=O)C 6-(5-hydroxy-3,4-dihydro-2H-quinoxalin-1-yl)-8-methyl-2-[4-(4-methylpiperazin-1-yl)anilino]pyrido[2,3-d]pyrimidin-7-one